CC=1C=2N(C=C(N1)C)N=C(C2)C=2N=C1N(C(C2)=O)C=C(C=C1)N1CCN(CC1)CC 2-(4,6-dimethylpyrazolo[1,5-a]pyrazin-2-yl)-7-(4-ethylpiperazin-1-yl)-4H-pyrido[1,2-a]pyrimidin-4-one